C(#N)C1(CC1)[C@H]1N(S(OC1)=O)C(=O)OCC1=CC=CC=C1 Benzyl (4R)-4-(1-cyanocyclopropyl)-1,2,3-oxathiazolidine-3-carboxylate 2-oxide